4-((1-(3-(1,1-difluoroethyl)-2-fluorophenyl)ethyl)amino)-2,6-dimethyl-6H-[1,4]oxazine FC(C)(F)C=1C(=C(C=CC1)C(C)NN1C=C(OC(C1)C)C)F